trans-1-methoxy-3-trimethylsiloxy-1,3-butadiene CO\C=C\C(=C)O[Si](C)(C)C